2-[4-(4-chlorophenyl)-5-[2-(difluoromethyl)pyridin-4-yl]-1H-imidazol-1-yl]acetic acid ClC1=CC=C(C=C1)C=1N=CN(C1C1=CC(=NC=C1)C(F)F)CC(=O)O